FC(C(F)F)(F)OCC(F)(F)F 1,1,1-trifluoroethyl 1,1,2,2-tetrafluoroethyl ether